BrCC=1N=CC2=C(N1)CCN(C2)C(=O)OC(C)(C)C tert-butyl 2-(bromomethyl)-7,8-dihydropyrido[4,3-d]pyrimidine-6(5H)-carboxylate